COC(C1=CC(=C(C=C1)OC)[N+](=O)[O-])OC 4-(dimethoxymethyl)-1-methoxy-2-nitrobenzene